C1(CC1)CN1N=CC=2C(NC=3C(=CC(=C(C3C21)C)C2=C1C=CN(C1=CC(=C2)F)S(=O)(=O)C)F)(C)C 1-(Cyclopropylmethyl)-6-fluoro-8-(6-fluoro-1-methylsulfonylindol-4-yl)-4,4,9-trimethyl-5H-pyrazolo[4,3-c]chinolin